(R)-2-methyl-N-(4-(N-(1-(piperidin-4-yl)ethyl)sulfamoyl)-3-(trifluoromethyl)phenyl)benzamide ethyl-(E)-4-bromo-2-butenoate C(C)OC(\C=C\CBr)=O.CC1=C(C(=O)NC2=CC(=C(C=C2)S(N[C@H](C)C2CCNCC2)(=O)=O)C(F)(F)F)C=CC=C1